(2S,4R)-4-fluoro-N-[(S)-[3-fluoro-4-(1-methylcyclopropyl)phenyl](phenyl)methyl]-1-[2-(2-methyl-1H-1,3-benzodiazol-1-yl)acetyl]pyrrolidine-2-carboxamide F[C@@H]1C[C@H](N(C1)C(CN1C(=NC2=C1C=CC=C2)C)=O)C(=O)N[C@@H](C2=CC=CC=C2)C2=CC(=C(C=C2)C2(CC2)C)F